3-fluoro-2-hydroxy-5-(5-(3-(pyrrolidin-1-yl)phenyl)-1,2,4-thiadiazol-3-yl)benzeneFormaldehyde FC=1C(=C(C=C(C1)C1=NSC(=N1)C1=CC(=CC=C1)N1CCCC1)C=O)O